OCCN(CCN(CCO)CCO)CCO N,N,N',N'-tetrakis(2-hydroxyethyl)ethylenediamin